chloro-1'-(1'H,3H-spiro[2-benzofuran-1,4'-piperidine]-1'-yl)-4'H,6'H-spiro[1,3-dioxolane-2,5'-[1,2,4]triazolo[4,3-a][1]benzazepine] ClC1C=2N(C3=C(CC14OCCO4)C=CC=C3)C(=NN2)N2CCC3(CC2)OCC2=C3C=CC=C2